ethyl 2-(5-(2-((6,7-dihydro-5H-indeno[5,6-d][1,3]dioxol-6-yl)amino)pyrimidin-5-yl)-1,3,4-oxadiazol-2-yl)acetate O1COC2=C1C=C1CC(CC1=C2)NC2=NC=C(C=N2)C2=NN=C(O2)CC(=O)OCC